tetrahydroxycopper O[Cu](O)(O)O